C(C1=CC=CC=C1)OC1=CC=C(C=C1)[Mg]Br (4-(benzyloxy)phenyl)magnesium bromide